N1N=CC2=CC(=CC=C12)S(=O)(=O)C=1C=C(N(C1C)CC(F)(F)F)C(=O)O 4-((1H-indazol-5-yl)sulfonyl)-5-methyl-1-(2,2,2-trifluoroethyl)-1H-pyrrole-2-carboxylic acid